C(C)(C)(C)OC(=O)C=1C=NN(C1)C1=C(C=C(OC2CCC3(CN(C3)C(=O)OC(C)(C)C)CC2)C=C1)C=1C=NN(C1)C tert-butyl 7-(4-(4-(tert-butoxycarbonyl)-1H-pyrazol-1-yl)-3-(1-methyl-1H-pyrazol-4-yl)phenoxy)-2-azaspiro[3.5]nonane-2-carboxylate